C[C@]1(N(C(=C(N1)Cl)C(=O)OC[C@]1(C2(CC2)CCN(C1)CC)C)C1COCC1)C=O (S)-(6-ethyl-4-methyl-6-azaspiro[2.5]octane-4-yl)methanol methyl-(S)-4-chloro-2-formyl-1-(tetrahydrofuran-3-yl)-1H-imidazole-5-carboxylate